isopropyl 4-(2-((5-(4-(methyl sulfonyl)phenyl)thiazolo[5,4-b]pyridin-2-yl)oxy)ethyl)-5,6-dihydropyridin-1(2H)-carboxylat CS(=O)(=O)C1=CC=C(C=C1)C1=CC=C2C(=N1)SC(=N2)OCCC2=CCN(CC2)C(=O)OC(C)C